C(C1=CC=CC=C1)OC(=O)N1[C@@H](C[C@H](C1)O)C(=O)O (2S,4R)-1-benzyloxycarbonyl-4-hydroxy-pyrrolidine-2-carboxylic acid